C(C)(=O)C1(CC=C(C=C1)C(C)(C1=CC=C(C=C1)O)C)C=CC(=O)OC=1C(C(=O)O)=CC(=CC1)N 1-acetyl-4-(1-methyl-1-(4-hydroxyphenyl)ethyl)benzeneacryloyl-5-Aminosalicylic acid